((4-methoxy-3,5-dimethylpyridin-2-yl)methyl)(3-methyl-5-(quinolin-3-yl)phenyl)carbamic acid tert-butyl ester C(C)(C)(C)OC(N(C1=CC(=CC(=C1)C=1C=NC2=CC=CC=C2C1)C)CC1=NC=C(C(=C1C)OC)C)=O